ClC1=C2C=CNC2=CC(=C1)NC(NCC1=CC(=NC=C1)OC1CCCC1)=O 3-(4-chloro-1H-indol-6-yl)-1-{[2-(cyclopentyloxy)pyridin-4-yl]methyl}urea